FC(C12CCC(CC1)(CC2)C=O)(F)F 4-(trifluoromethyl)bicyclo[2.2.2]octane-1-carbaldehyde